3-iodo-1-methyl-1H-indazole-5-carbonitrile IC1=NN(C2=CC=C(C=C12)C#N)C